O[C@H]1CCN(CC[C@@H]1[C@H]1N2C(C3=CC=CC=C13)=CN=C2)S(=O)(=O)N (4S,5R)-4-Hydroxy-5-((R)-5H-imidazo[5,1-a]isoindol-5-yl)azepan-1-sulfonamid